O1CC(C1)C1=NNC(=C1)NC(CC)=O N-(3-(oxetan-3-yl)-1H-pyrazol-5-yl)propanamide